O1C(CCC1)C(C)NC(=O)[C@H]1CN(CC[C@@H]1NC(=O)C1=NOC(=C1)C1=C(C=C(C=C1)F)F)C1CCCC1 (3S,4S)-1-Cyclopentyl-4-{[5-(2,4-difluoro-phenyl)-isoxazole-3-carbonyl]-amino}-piperidine-3-carboxylic acid [1-(tetrahydro-furan-2-yl)-ethyl]-amide